C(C)(=O)C1=C(C=CC=C1)NC(C1=CC=C(C=C1)NC1=C(C=NC2=CC=CC=C12)C)=O N-(2-Acetylphenyl)-4-((3-methylquinolin-4-yl)amino)benzamide